COC1=CC(=CC2=C1C=C(O2)C=2N=C1N(N=C(C=C1)C)C2)O 4-methoxy-2-(6-methylimidazo[1,2-B]pyridazin-2-yl)benzofuran-6-ol